(+-)-4-PENTANOLIDE C1(CC[C@@H](C)O1)=O |r|